inosine-15N4 [C@@H]1([C@H](O)[C@H](O)[C@@H](CO)O1)[15N]1C=[15N]C=2C(O)=[15N]C=[15N]C12